2-amino-3-(2-amino-6-oxo-1,6-dihydropyrimidin-5-yl)propanoic acid NC(C(=O)O)CC1=CN=C(NC1=O)N